C(#N)C(C(=O)N)=CC=1C(=NC=CC1S(=O)(=O)C1=CC=CC=C1)F 2-cyano-3-(2-fluoro-4-(benzenesulfonyl)pyridin-3-yl)acrylamide